methyl (S)-3-(3-(1H-imidazol-2-yl)phenyl)-4-(6-((5,6,7,8-tetrahydro-1,8-naphthyridin-2-yl)methyl)-2,6-diazaspiro[3.4]octan-2-yl)butanoate N1C(=NC=C1)C=1C=C(C=CC1)[C@H](CC(=O)OC)CN1CC2(C1)CN(CC2)CC2=NC=1NCCCC1C=C2